2-((2-chloro-5-((2,2,2-trifluoroethoxy)methyl)pyrimidin-4-yl)oxy)-1-fluoro-10-methyl-5,6,8,9,10,11-hexahydro-7H-pyrido[3',4':4,5]pyrrolo[2,3-f]isoquinolin-7-one ClC1=NC=C(C(=N1)OC=1N=CC=2CCC3=C(C2C1F)NC1=C3C(NCC1C)=O)COCC(F)(F)F